C12(CCC(CC1)C2)N2C(C1=CC(=C(C=C1C(=C2)C(C)C)N2N=C(N(C2=O)CC)CO)F)=O 2-(bicyclo[2.2.1]hept-1-yl)-6-(4-ethyl-3-(hydroxymethyl)-5-oxo-4,5-dihydro-1H-1,2,4-triazol-1-yl)-7-fluoro-4-isopropylisoquinolin-1(2H)-one